N-(6-METHOXY-1-METHYL-1H-INDAZOL-7-YL)-1-(4-(1-METHOXYCYCLOBUTYL)PYRIDIN-2-YL)-1H-PYRAZOLE-4-SULFONAMIDE COC1=CC=C2C=NN(C2=C1NS(=O)(=O)C=1C=NN(C1)C1=NC=CC(=C1)C1(CCC1)OC)C